N-(2,2-dimethoxyethyl)-N'-{2-fluoro-5-[(2R)-2-methylmorpholin-4-yl]-3-(trifluoromethyl)phenyl}urea COC(CNC(=O)NC1=C(C(=CC(=C1)N1C[C@H](OCC1)C)C(F)(F)F)F)OC